Cl.N[C@@H](C(=O)N1CCN(CC1)CC1=C(C=CC=C1F)OCC)C1CCN(CC1)CCC1=C(C=CC(=C1)Cl)C1=C(C=CC(=C1)O)F (R)-2-amino-2-(1-(2-(4-chloro-2'-fluoro-5'-hydroxy-[1,1'-biphenyl]-2-yl)ethyl)piperidin-4-yl)-1-(4-(2-ethoxy-6-fluorobenzyl)piperazin-1-yl)ethan-1-one hydrochloride